FC=1C=C(CC2=CC(=NC=C2)N2N=CC(=C2C)C(=O)OC)C=C(C1)C(F)(F)F methyl 1-(4-(3-fluoro-5-(trifluoromethyl)benzyl)pyridin-2-yl)-5-methyl-1H-pyrazole-4-carboxylate